ethyl 2-[7-bromo-5-(3-chlorophenyl)-4-oxo-pyrrolo[2,1-f][1,2,4]triazin-3-yl]acetate BrC1=CC(=C2C(N(C=NN21)CC(=O)OCC)=O)C2=CC(=CC=C2)Cl